methyl 2-bromo-3-chloro-5-nitro-benzoate BrC1=C(C(=O)OC)C=C(C=C1Cl)[N+](=O)[O-]